7-amino-1,4-dihydroisoquinolin-3(2H)-one NC1=CC=C2CC(NCC2=C1)=O